2,2-bis(methoxymethyl)-6-{3-(pyridin-4-yl)-1,2,4-oxadiazol-5-yl}-3,4-dihydro-2H-1-benzopyran-4-one COCC1(OC2=C(C(C1)=O)C=C(C=C2)C2=NC(=NO2)C2=CC=NC=C2)COC